C1(CCC1)COC1=C(C=C(C=C1)S(=O)(=O)C)C=1C2=C(C(N(C1)C)=O)NC=C2 4-[2-(cyclobutylmethoxy)-5-(methylsulfonyl)phenyl]-6-methyl-1,6-dihydro-7H-pyrrolo[2,3-c]pyridin-7-one